benzyl (2R,5R)-5-[[4-[6-(3,5-dimethylisoxazol-4-yl)-1H-pyrazolo[3,4-b]pyridin-3-yl]-5-(trifluoromethyl)pyrimidin-2-yl]amino]-2-methyl-piperidine-1-carboxylate CC1=NOC(=C1C1=CC=C2C(=N1)NN=C2C2=NC(=NC=C2C(F)(F)F)N[C@@H]2CC[C@H](N(C2)C(=O)OCC2=CC=CC=C2)C)C